furanone butyrate C(CCC)(=O)O.O1C(CC=C1)=O